[C@H]12CNC[C@H](CC1)N2C2=C(OCCN1CCN(CC1)C(=O)OCC1=CC=CC=C1)C=CC=C2 benzyl 4-(2-(2-((1R,5S)-3,8-diazabicyclo[3.2.1]octan-8-yl)phenoxy)ethyl)piperazine-1-carboxylate